O.O[C@H]1[C@H](O)[C@@H](O)[C@H](O[C@H]2[C@H](O)[C@@H](O)[C@@H](O)[C@H](O2)CO)[C@H](O1)CO beta-lactose monohydrate